3-(6-(2-Benzylazetidin-1-yl)-1-methyl-1H-pyrazolo[3,4-d]pyrimidin-3-yl)-2,6-difluoro-5-(trifluoromethyl)phenol C(C1=CC=CC=C1)C1N(CC1)C1=NC=C2C(=N1)N(N=C2C=2C(=C(C(=C(C2)C(F)(F)F)F)O)F)C